hydroxymethyl-phosphorus chloride OCP(Cl)Cl